TERT-BUTYL 4-(4-AMINO-5-IODO-7H-PYRROLO[2,3-D]PYRIMIDIN-7-YL)BUTANOATE NC=1C2=C(N=CN1)N(C=C2I)CCCC(=O)OC(C)(C)C